2-(4-(8-((1-Aminocyclopropyl)methoxy)-4-(aminomethyl)-1-oxo-1,2-dihydro-phthalazin-6-yl)-1-methyl-1H-pyrazol-5-yl)-6-cyclopropyloxy-3-fluorobenzonitrile NC1(CC1)COC=1C=C(C=C2C(=NNC(C12)=O)CN)C=1C=NN(C1C1=C(C#N)C(=CC=C1F)OC1CC1)C